FC1=C(CN2CC3(CN(C3)C(=O)N3C[C@@H]4[C@@H](OCC(N4)=O)CC3)C2)C=CC(=C1)C(F)(F)F (4aR,8aS)-6-(6-(2-Fluoro-4-(trifluoromethyl)benzyl)-2,6-diazaspiro[3.3]heptane-2-carbonyl)hexahydro-2H-pyrido[4,3-b][1,4]oxazin-3(4H)-one